N-((1S)-(4,4-difluorocyclohexyl)(6-(((5R)-2-oxo-5-(trifluoromethyl)piperidin-3-yl)methyl)imidazo[1,2-b]pyridazin-2-yl)methyl)-1-fluorocyclopropane-1-carboxamide FC1(CCC(CC1)[C@H](NC(=O)C1(CC1)F)C=1N=C2N(N=C(C=C2)CC2C(NC[C@@H](C2)C(F)(F)F)=O)C1)F